Racemic-1-((3aS,6aR)-1,1-dimethyl-5-(6-(trifluoromethyl)imidazo[1,5-a]pyridin-5-yl)hexahydropyrrolo[3,4-c]pyrrol-2(1H)-yl)ethanone CC1(N(C[C@H]2[C@@H]1CN(C2)C2=C(C=CC=1N2C=NC1)C(F)(F)F)C(C)=O)C |r|